C(#N)N(C1=CC(=CC(=C1)F)F)C=1SC(=C(N1)C(=O)NC1C(CC1)(C)C)C 2-(N-cyano-3,5-difluoro-anilino)-N-(2,2-dimethylcyclobutyl)-5-methyl-thiazole-4-carboxamide